CS(=O)(=O)[O-].C(CCC)[NH+]1C(CCC1)C 1-Butyl-2-Methylpyrrolidinium methansulfonat